butenoic acid, methyl ester C(C=CC)(=O)OC